CN(CC=O)C N,N-dimethyl-2-oxoethan-1-amin